1-(2-(4-(1-carboxycyclopropyl)butoxy)ethyl)cyclopropane-1-carboxylic acid C(=O)(O)C1(CC1)CCCCOCCC1(CC1)C(=O)O